FC1(CCC(CC1)[C@@H](C=1N=C2N(N=CC(=C2)CN2C(NCC(C2)C)=O)C1)NC(OC(C)(C)C)=O)F tert-Butyl ((1S)-(4,4-difluorocyclohexyl)(7-((5-methyl-2-oxotetrahydropyrimidin-1(2H)-yl)methyl)imidazo[1,2-b]pyridazin-2-yl)methyl)carbamate